1,4-diamino-2-fluorobenzene NC1=C(C=C(C=C1)N)F